(3,5-dimethoxy-4-methyl-phenyl)-3-(indan-2-yloxymethyl)aniline COC=1C=C(C=C(C1C)OC)NC1=CC(=CC=C1)COC1CC2=CC=CC=C2C1